ClC1=C(C=C(C=C1)NC(C1=CN=CC(=C1)C#C)=O)C(F)(F)F N-(4-chloro-3-(trifluoromethyl)phenyl)-5-ethynyl-nicotinamide